ClC=1C=C(C(=O)Cl)C=C(C1)F 3-chloro-5-fluorobenzoyl chloride